7-((4-(4-(trifluoromethyl)piperidin-1-yl)phenyl)amino)-2H-pyrido[3,2-b][1,4]oxazin-3(4H)-one FC(C1CCN(CC1)C1=CC=C(C=C1)NC1=CC=2OCC(NC2N=C1)=O)(F)F